3-(benzylamino)-4-nitrobenzonitrile C(C1=CC=CC=C1)NC=1C=C(C#N)C=CC1[N+](=O)[O-]